F[C@@H]1[C@@H](C1)C(=O)NC1=NN2C(C=C(C=C2)C2=C3C=NNC3=CC=C2C)=C1 (1S,2S)-2-fluoro-N-(5-(5-methyl-1H-indazol-4-yl)pyrazolo[1,5-a]Pyridine-2-Yl)cyclopropanecarboxamide